1-phenyl-4,4-bipyridinium chloride [Cl-].C1(=CC=CC=C1)[N+]1=CC=C(C=C1)C1=CC=[NH+]C=C1.[Cl-]